1-(2,2-difluoroethyl)-1H-indazole-3-carboxylic acid FC(CN1N=C(C2=CC=CC=C12)C(=O)O)F